CC1=C(C(NC2=CC=CN=C12)=O)C(C=CC1=CC=C(C=C1)C)=O 4-methyl-3-(3-(p-tolyl)acryloyl)-1,5-naphthyridin-2(1H)-one